COC[C@]1(COC[C@@H](O1)COC1=CC=C(C=C1)C=1C=C(C(NC1C(F)(F)F)=O)C(=O)N)C 5-(4-(((2R,6S)-6-(methoxymethyl)-6-methyl-1,4-dioxan-2-yl)methoxy)phenyl)-2-oxo-6-(trifluoromethyl)-1,2-dihydropyridine-3-carboxamide